4-(bromomethyl)-benzonitrile BrCC1=CC=C(C#N)C=C1